1,2-di(2-thienyl)acetylene S1C(=CC=C1)C#CC=1SC=CC1